N1=C(C=NC2=CC=CC=C12)C=1C=NN(C1)C1CCN(CC1)C1(CC1)CCCCCNC(OC(C)(C)C)=O tert-butyl (5-(1-(4-(4-(quinoxalin-2-yl)-1H-pyrazol-1-yl)piperidin-1-yl)cyclopropyl)pentyl)carbamate